ClC=1C=C(C=CC1C(=O)OC)C1CN(CCC1)C(=O)OC(C)(C)C tert-Butyl 3-(3-chloro-4-(methoxycarbonyl)phenyl)piperidine-1-carboxylate